3,7,11-trimethyl-2,6,10-dodecatrien-ol CC(=CCO)CCC=C(CCC=C(C)C)C